CN[C@H](CC(N)=O)C(=O)O N-methyl-D-asparagine